4-((2-(dimethylamino)-2-oxoethyl)(4-(5,6,7,8-tetrahydro-1,8-naphthyridin-2-yl)butyl)amino)-2-((2-(trifluoromethyl)pyrimidin-4-yl)amino)butanoic acid CN(C(CN(CCC(C(=O)O)NC1=NC(=NC=C1)C(F)(F)F)CCCCC1=NC=2NCCCC2C=C1)=O)C